CN1N=C(C=C1)C=1OC(=CN1)C(=O)N1[C@H](C2=C(CC1)NC=N2)C2=NN1C(C(=CC=C1)C)=C2 (R)-(2-(1-methyl-1H-pyrazol-3-yl)oxazol-5-yl)(4-(4-methylpyrazolo[1,5-a]pyridin-2-yl)-1,4,6,7-tetrahydro-5H-imidazo[4,5-c]pyridin-5-yl)methanone